ClC=1C(=NNC1)C1=NC(=NC=C1C#N)N[C@@H]1CC[C@H](CC1)N(C(COC1=CC=CC=C1)=O)C1=NC=C(N=C1)C=1C=NC(=NC1)OC N-(trans-4-((4-(4-chloro-1H-pyrazol-3-yl)-5-cyanopyrimidin-2-yl)amino)cyclohexyl)-N-(5-(2-methoxypyrimidin-5-yl)pyrazin-2-yl)-2-phenoxyacetamide